2-(4-tert-Butyl-1H-pyrazol-1-yl)-5-[({1-[2-fluoro-4-(trifluoromethoxy)phenyl]cyclopropyl}carbonyl)amino]benzoic acid C(C)(C)(C)C=1C=NN(C1)C1=C(C(=O)O)C=C(C=C1)NC(=O)C1(CC1)C1=C(C=C(C=C1)OC(F)(F)F)F